FC=1C=C(O[C@H]2CN(CC2)C2(CCOCC2)C(=O)NC2(CC2)C2=CC=C(C(=O)OC)C=C2)C=CC1 Methyl 4-[1-[[4-[(3R)-3-(3-fluorophenoxy)pyrrolidin-1-yl]tetrahydropyran-4-carbonyl]amino]cyclopropyl]benzoate